(R)-1-(3-ethoxy-4-methoxyphenyl)-2-(methylsulfonyl)ethylamine C(C)OC=1C=C(C=CC1OC)[C@H](CS(=O)(=O)C)N